C=C1C2C3CCCC3C(C1=C)C2 8,9-dimethylene-tricyclo[5.2.1.02,6]Decane